N-((1R,3S)-3-(4-benzylpiperazin-1-yl)cyclopentyl)-4-(2,6-bis(benzyloxy)pyridin-3-yl)-3,5-difluoroaniline C(C1=CC=CC=C1)N1CCN(CC1)[C@@H]1C[C@@H](CC1)NC1=CC(=C(C(=C1)F)C=1C(=NC(=CC1)OCC1=CC=CC=C1)OCC1=CC=CC=C1)F